NC=1N=CC(=NC1OCC1=C(C(=CC=C1)F)C(F)(F)F)C=1C=C(C=CC1)C(=O)N1CCC(CC1)N1CCCC1 {3-[5-amino-6-(3-fluoro-2-trifluoromethyl-benzyloxy)-pyrazin-2-yl]-phenyl}-(4-pyrrolidin-1-yl-piperidin-1-yl)-methanone